(R)-N-(1-(4-(7-(2,8-diazaspiro[4.5]decan-8-yl)-9H-pyrimido[4,5-b]indol-4-yl)-2-methylphenyl)ethyl)-3-(tert-butyl)-1,2,4-oxadiazole-5-carboxamide C1NCCC12CCN(CC2)C2=CC=C1C3=C(NC1=C2)N=CN=C3C3=CC(=C(C=C3)[C@@H](C)NC(=O)C3=NC(=NO3)C(C)(C)C)C